6-fluoro-7-(hydroxymethyl)-1-methyl-1,5-dihydro-4H-pyrazolo[4,3-c]quinolin-4-one FC1=C(C=CC=2C3=C(C(NC12)=O)C=NN3C)CO